ClC1=C(C=CC=C1)C1=C(C(=NC(=N1)NC1=CC(=C(C=C1)C1CCN(CC1)C)C)OC)C(=O)N (2-chlorophenyl)-4-methoxy-2-((3-methyl-4-(1-methylpiperidin-4-yl)phenyl)amino)pyrimidine-5-carboxamide